[C+4].CC=CCC(=O)[O-].CC=CCC(=O)[O-].CC=CCC(=O)[O-].CC=CCC(=O)[O-] (methyl vinyl acetate) carbon